NC=1C(=C(C=CC1)C1(CC1)C#N)[N+](=O)[O-] 1-(3-amino-2-nitro-phenyl)cyclopropanecarbonitrile